3-(3,5-dichlorophenyl)cyclopropane-1-carboxamide ClC=1C=C(C=C(C1)Cl)C1CC1C(=O)N